cis-2-pentene C\C=C/CC